C(C1=CC=CC=C1)OCCCO 3-(Benzyloxy)propanol